1-(4-(2-methyl-3-(6-methoxypyridin-3-yl)-1-tosyl-1H-pyrrolo[2,3-b]pyridin-5-yl)benzyl)piperidin-3-ol CC1=C(C=2C(=NC=C(C2)C2=CC=C(CN3CC(CCC3)O)C=C2)N1S(=O)(=O)C1=CC=C(C)C=C1)C=1C=NC(=CC1)OC